NC1=C(C(N(C(=C1)N1CCC2(CC1)[C@@H](C1=CC(=C(C=C1C2)F)Cl)N)C)=O)C2=CC=C(C=C2)C2CCOCC2 (S)-4-amino-6-(1-amino-6-chloro-5-fluoro-1,3-dihydrospiro[indene-2,4'-piperidin]-1'-yl)-1-methyl-3-(4-(tetrahydro-2H-pyran-4-yl)phenyl)pyridin-2(1H)-one